O1C(=CC=C1)C(C1=C(C=CC=C1)O)O 2-[(furan-2-yl)(hydroxy)methyl]phenol